BrC=1C=CC(=NC1)N1N=CC=C1 5-bromo-2-(1H-pyrazol-1-yl)-pyridine